N-[2-Cyano-3-(2,3-dihydro-1-benzofuran-6-yl)phenyl]-4,5,6,7-tetrahydro[1,3]thiazolo[5,4-c]pyridin-2-carboxamid C(#N)C1=C(C=CC=C1C1=CC2=C(CCO2)C=C1)NC(=O)C=1SC=2CNCCC2N1